BrC1=CC=CC(=N1)C(=O)C1CCN(CC1)C (6-bromo-2-pyridyl)-(1-methyl-4-piperidyl)methanone